ClC=1C=CC2=C(OCC(N2)=O)N1 6-chloro-1H,3H-pyrido[2,3-b][1,4]oxazin-2-one